COC1CC2(CCNCC2)CC2=C1N=CS2 4-methoxy-4,7-dihydro-5H-spiro[benzo[d]thiazole-6,4'-piperidine]